(R*)-N-((R)-6-(2-chloro-5-fluorophenyl)-3-isocyano-2-methyl-8-oxo-2,6,7,8-tetrahydropyrrolo[3,4-g]indazol-5-yl)-5-fluoro-3-hydroxy-3-(trifluoromethyl)indoline-1-carboxamide ClC1=C(C=C(C=C1)F)[C@@H]1NC(C2=C1C(=CC1=C(N(N=C21)C)[N+]#[C-])NC(=O)N2C[C@](C1=CC(=CC=C21)F)(C(F)(F)F)O)=O |o1:28|